C1(CC1)C1=C(C(=NC(=C1C#N)N1CCC(CC1)CN1CCCC1)S)C#N 4-cyclopropyl-2-mercapto-6-(4-(pyrrolidin-1-ylmethyl)piperidin-1-yl)pyridine-3,5-dicarbonitrile